5-fluoro-N1-(3-fluoro-5-methylphenyl)-N1,2-dimethylbenzene-1,3-diamine FC=1C=C(C(=C(C1)N(C)C1=CC(=CC(=C1)C)F)C)N